2,4,6-tris(3-(carbazol-9-yl)phenyl)-1,3,5-Triazine C1=CC=CC=2C3=CC=CC=C3N(C12)C=1C=C(C=CC1)C1=NC(=NC(=N1)C1=CC(=CC=C1)N1C2=CC=CC=C2C=2C=CC=CC12)C1=CC(=CC=C1)N1C2=CC=CC=C2C=2C=CC=CC12